N=1C=NN2C1C=C(C=C2)OC2=C(C=C(C=C2)NC2=NC=NC1=C2C=2OC[C@@H]3N(CCN(C2N=C1)C3)C(=O)OC(C)(C)C)C tert-butyl (3R)-13-((4-([1,2,4]triazolo[1,5-a]pyridin-7-yloxy)-3-methylphenyl)amino)-2,3,5,6-tetrahydro-4H-3,7-methanopyrimido[5',4':4,5]pyrido[3,2-b][1,4,7]oxadiazonine-4-carboxylate